7-(5-(3,5-dichlorophenyl)-3-(ethylthio)pyridin-2-yl)-2-(trifluoromethyl)pyrazolo[1,5-a]pyrimidine ClC=1C=C(C=C(C1)Cl)C=1C=C(C(=NC1)C1=CC=NC=2N1N=C(C2)C(F)(F)F)SCC